(R)-(3-aminopiperidin-1-yl)(2-(1-(2-fluorobenzyl)-1H-indol-2-yl)-3,4-dihydro-5-oxa-1,2a-diazaacenaphthylen-7-yl)methanone N[C@H]1CN(CCC1)C(=O)C=1C=C2OCCN3C(=NC(C1)=C32)C=3N(C2=CC=CC=C2C3)CC3=C(C=CC=C3)F